2-[2'-hydroxy-3'-(alpha,alpha-dimethylbenzyl)-5'-(1,1,3,3-tetramethylbutyl)-phenyl]Benzotriazole OC1=C(C=C(C=C1C(C1=CC=CC=C1)(C)C)C(CC(C)(C)C)(C)C)N1N=C2C(=N1)C=CC=C2